C1(=CC=CC=C1)C=1N=C(SC1)N1CCCC1 4-Phenyl-2-(pyrrolidin-1-yl)-1,3-thiazole